5-((7-(5-(2-(cyclopropylmethoxy)-4-fluorophenoxy)pyrimidin-4-yl)-2,7-diazaspiro[4.4]nonan-2-yl)methyl)-1,3-dihydro-2H-benzo[d]imidazol-2-one TFA salt OC(=O)C(F)(F)F.C1(CC1)COC1=C(OC=2C(=NC=NC2)N2CC3(CCN(C3)CC3=CC4=C(NC(N4)=O)C=C3)CC2)C=CC(=C1)F